ClC1=C(C=CC=C1C1=C(C(=NC=C1)C1=CC(=C(C=C1)C=O)OC)C)C1=NC(=C(C=O)C=C1)OC 6-(2-Chloro-3-(2-(4-formyl-3-methoxyphenyl)-3-methylpyridin-4-yl)phenyl)-2-methoxynicotinaldehyde